C(C)(=O)NC1=CC=C(C(=N1)C(=O)N[C@@H]1[C@H](CCC1)COC1=C(C=C(C=C1)F)F)N1N=CC=N1 6-acetamido-N-[(1S,2S)-2-[(2,4-difluorophenoxy)methyl]cyclopentyl]-3-(triazol-2-yl)pyridine-2-carboxamide